CC1(CCC=2C1=NC1=C(C2NC(=O)N=[S@](=O)(N)C2=NN(C(=C2)C(C)(C)O)C2=CC=CC=C2)CCC1)C (R)-N'-((3,3-dimethyl-1,2,3,5,6,7-hexahydrodicyclopenta[b,e]pyridin-8-yl)carbamoyl)-5-(2-hydroxypropan-2-yl)-1-phenyl-1H-pyrazole-3-sulfonimidamide